COCCN(C(=O)C1=CC(=NN1C)S(NC(NC1=C2CCCC2=CC=C1C1=CC(=NC=C1)OC)=O)(=O)=O)CCOC N,N-bis(2-methoxyethyl)-3-(N-((5-(2-methoxypyridin-4-yl)-2,3-dihydro-1H-inden-4-yl)carbamoyl)sulfamoyl)-1-methyl-1H-pyrazole-5-carboxamide